N-(2-(3-bromobenzyl)pyrrolidin-3-yl)methanesulfonamide BrC=1C=C(CC2NCCC2NS(=O)(=O)C)C=CC1